8-(pyridin-2-ylthio)-[1,2,4]triazolo[4,3-c]pyrimidin N1=C(C=CC=C1)SC=1C=2N(C=NC1)C=NN2